C(C)C=1NC=C(N1)S(=O)(=O)O 2-ethyl-1H-imidazole-4-sulfonic acid